2-(2-fluorostyryl)pyrrolidine-1-carboxylic acid tert-butyl ester C(C)(C)(C)OC(=O)N1C(CCC1)C=CC1=C(C=CC=C1)F